C(CC=C)C1=CC=C(C=C1)C#CC1=C(C=C(C(=C1)F)C#CC)F 1-((4-(but-3-enyl)phenyl)ethynyl)-2,5-difluoro-4-(1-propynyl)benzene